ClC=1C=CC2=C(OC3=C(C(=N2)N2CCNCC2)C=CC(=C3)C)C1 7-chloro-3-methyl-11-(piperazin-1-yl)dibenzo[b,f][1,4]Oxazepine